C1(CC1)C1=NSC(=N1)C1=NN=C2N1CCN(C2CCS(=O)(=O)C)CC2=C(C=C(C=C2)OC)OC 3-cyclopropyl-5-(7-(2,4-dimethoxybenzyl)-8-(2-(methylsulfonyl)ethyl)-5,6,7,8-tetrahydro-[1,2,4]triazolo[4,3-a]pyrazin-3-yl)-1,2,4-thiadiazole